C1(CC1)CN1C(=NC2=CC=C(C=C2C1=O)F)[C@@H](CCC)N1CCN(CCC1)CC (R)-3-(cyclopropylmethyl)-2-(1-(4-ethyl-1,4-diazepan-1-yl)butyl)-6-fluoroquinazolin-4(3H)-one